N1(N=CN=C1)C(=O)N1C(CCCC1)CC(C)N1N=C(C=2C1=NC=NC2N)C2=CC=C(CNC(C1=C(C=CC(=C1)F)OC)=O)C=C2 N-(4-(1-(1-(1-(1H-1,2,4-triazole-1-carbonyl)piperidin-2-yl)propan-2-yl)-4-amino-1H-pyrazolo[3,4-d]pyrimidin-3-yl)benzyl)-5-fluoro-2-methoxybenzamide